ClC1=CC=C(C=N1)CN1N=C(N=CC1=O)C1=CC=CC=C1 (6-Chloropyridin-3-ylmethyl)-3-phenyl-1,2,4-triazin-6(1H)-one